N-((R)-cyclopropyl-(4-(trifluoromethyl)phenyl)methyl)-D-prolinamide C1(CC1)[C@@H](NC([C@@H]1NCCC1)=O)C1=CC=C(C=C1)C(F)(F)F